tert-butyl (R)-(1-(2-amino-6-chloropyrimidin-4-yl)pyrrolidin-3-yl)(methyl)carbamate NC1=NC(=CC(=N1)N1C[C@@H](CC1)N(C(OC(C)(C)C)=O)C)Cl